pentaerythritol tetrakis(β-dodecylmercapto)propionate CC(CCCCCCCCCC)SC(C(C(=O)OCC(CO)(CO)CO)(SC(C)CCCCCCCCCC)SC(C)CCCCCCCCCC)SC(C)CCCCCCCCCC